methyl 2-(2-chloropyridin-3-yl)-2-methylpropionate ClC1=NC=CC=C1C(C(=O)OC)(C)C